(4-(1-(4-chloro-2-fluorophenyl)piperidin-4-yl)-1-methyl-1H-pyrazol-3-yl)-N4,N4-dimethylbenzene-1,4-disulfonamide ClC1=CC(=C(C=C1)N1CCC(CC1)C=1C(=NN(C1)C)C1=C(C=CC(=C1)S(=O)(=O)N(C)C)S(=O)(=O)N)F